2-{3'-Hydroxymethyl-1-methyl-5-[5-(4-oxetan-3-yl-piperazin-1-yl)-pyridin-2-ylamino]-6-oxo-1,6-dihydro-[3,4']bipyridinyl-2'-yl}-6,7,8,9-tetrahydro-2H-pyrazino[1,2-a]indol-1-one OCC=1C(=NC=CC1C1=CN(C(C(=C1)NC1=NC=C(C=C1)N1CCN(CC1)C1COC1)=O)C)N1C(C=2N(C=3CCCCC3C2)C=C1)=O